6-cyclopropaneamido-4-{[2-(2-cyclopropyl-2H-1,2,3-triazol-4-yl)-3-methoxypyridin-4-yl]amino}-N-(2H3)methylpyridazine-3-carboxamide C1(CC1)C(=O)NC1=CC(=C(N=N1)C(=O)NC([2H])([2H])[2H])NC1=C(C(=NC=C1)C1=NN(N=C1)C1CC1)OC